1-(3-azido-2-((3-cyclopropylprop-2-yn-1-yl)oxy)propoxy)-4-bromobenzene N(=[N+]=[N-])CC(COC1=CC=C(C=C1)Br)OCC#CC1CC1